O=C1C2=C(N=C(N1)C1(CC1)C=1C=NC(=CC1)C1=CC=CC=C1)CCN(C2)C(=O)OC(C)(C)C tert-butyl 4-oxo-2-(1-(6-phenylpyridin-3-yl)cyclopropyl)-3,5,7,8-tetrahydropyrido[4,3-d]pyrimidine-6(4H)-carboxylate